(S)-1-(2-(1-(4-(phenoxymethyl)phenyl)imidazo[1,5-a]pyrazin-3-yl)pyrrolidin-1-yl)but-2-yn-1-one O(C1=CC=CC=C1)CC1=CC=C(C=C1)C=1N=C(N2C1C=NC=C2)[C@H]2N(CCC2)C(C#CC)=O